F[C@H]1C[C@H](N2N=C(N=C21)C(=O)C2(COC2)C)C2=CC=CC=C2 ((5S,7S)-7-fluoro-5-phenyl-6,7-dihydro-5H-pyrrolo[1,2-b][1,2,4]triazol-2-yl)(3-methyloxetan-3-yl)methanone